tert-Butyl (R)-2-ethyl-7-methyl-2,3-dihydropyrido[2,3-f][1,4]oxazepine-4(5H)-carboxylate C(C)[C@H]1OC2=C(CN(C1)C(=O)OC(C)(C)C)N=C(C=C2)C